CN(C1=CC=C(C=N1)C1=CN(C2=NC(=CC=C21)C(=O)N2C(C(NCC2)=O)(C)C)CC(C)C)C 4-(3-(6-(dimethylamino)pyridin-3-yl)-1-isobutyl-1H-pyrrolo[2,3-b]pyridine-6-carbonyl)-3,3-dimethylpiperazin-2-one